N4-(5-(1-(azetidin-3-yl)-1H-pyrazol-4-yl)-4-fluoropyridin-2-yl)-2-(difluoromethyl)pyrimidine-4,6-diamine N1CC(C1)N1N=CC(=C1)C=1C(=CC(=NC1)NC1=NC(=NC(=C1)N)C(F)F)F